C(CCC#C)(=O)OCC ethyl pent-4-ynoate